ClC(=C(C(F)(F)Cl)Cl)F 1,2,3-trichloro-1,3,3-trifluoropropene